OCC[C@@H]1C[C@H](N(CC1)C(=O)OC(C)(C)C)C tert-Butyl (2R,4S)-4-(2-hydroxyethyl)-2-methyl-piperidine-1-carboxylate